C(#N)C1=CC(=C(C=C1)N1CCN(CC1)C(=O)OC(C)(C)C)NC tert-Butyl 4-(4-cyano-2-(methylamino)phenyl)piperazine-1-carboxylate